ClC=1C=CC2=C(N=C(S2)C2CC3(CC(C3)C=3C(=NC=CC3C(=O)N)S(=O)(=O)C3CC3)C2)C1 [6-(5-chloro-1,3-benzothiazol-2-yl)spiro[3.3]heptan-2-yl]-2-cyclopropylsulfonyl-pyridine-4-carboxamide